tert-butyl (S)-(1-(5-(3-chloro-4-(1-(tetrahydro-2H-pyran-4-yl)piperidin-4-yl)phenyl)-3-(trifluoromethoxy)thiophene-2-carbonyl)pyrrolidin-3-yl)carbamate ClC=1C=C(C=CC1C1CCN(CC1)C1CCOCC1)C1=CC(=C(S1)C(=O)N1C[C@H](CC1)NC(OC(C)(C)C)=O)OC(F)(F)F